hafnium(IV) oxychloride O(Cl)Cl.[Hf+4]